9,9'-(5-(4,6-diphenylpyrimidin-2-yl)-1,3-phenylene)bis(3,6-dimethyl-9H-carbazole) C1(=CC=CC=C1)C1=NC(=NC(=C1)C1=CC=CC=C1)C=1C=C(C=C(C1)N1C2=CC=C(C=C2C=2C=C(C=CC12)C)C)N1C2=CC=C(C=C2C=2C=C(C=CC12)C)C